FC1=C(NC=2C(=NC(=C(N2)NC)C=2C3=C(C=NC2)N(C=N3)C)C(=O)N)C=CC(=C1F)N1[C@@H]3CO[C@H](C1)C3 3-[2,3-Difluoro-4-[(1S,4S)-2-oxa-5-azabicyclo[2.2.1]heptan-5-yl]anilino]-5-(methylamino)-6-(3-methylimidazo[4,5-c]pyridin-7-yl)pyrazin-2-carboxamid